FC1(CCC(CC1)S(=O)(=O)C=1N=CC2=C(N1)CCN(C2=O)CCC(=O)OC(C)(C)C)F tert-butyl 3-(2-(4,4-difluorocyclohexylsulfonyl)-5-oxo-7,8-dihydropyrido[4,3-d]pyrimidin-6(5H)-yl)propanoate